NC=1C(NC(NC1)=O)=O 5-aminopyrimidine-2,4(1H,3H)-dione